rac-4-(2-(5-benzylhexahydro-pyrrolo[3,4-c]pyrrol-2(1H)-yl)-1-hydroxyethyl)-2-fluorophenol C(C1=CC=CC=C1)N1CC2C(C1)CN(C2)CC(O)C2=CC(=C(C=C2)O)F